benzyl (4-cyanopiperidin-4-yl)carbamate C(#N)C1(CCNCC1)NC(OCC1=CC=CC=C1)=O